C(C)(C)(C)C1=CC=C(C=C1)C1=NN=C(O1)B(O)O (5-(4-(tert-butyl)phenyl)-1,3,4-oxadiazol-2-yl)boronic acid